benzyl 4-(8-(tert-butoxycarbonyl)-3,8-diazabicyclo[3.2.1]octan-3-yl)-2-((1-(hydroxymethyl)cyclopropyl)methoxy)-5,7-dihydro-6H-pyrrolo[3,4-d]pyrimidine-6-carboxylate C(C)(C)(C)OC(=O)N1C2CN(CC1CC2)C=2C1=C(N=C(N2)OCC2(CC2)CO)CN(C1)C(=O)OCC1=CC=CC=C1